(R)-N1-(3,3-difluorocyclopentyl)-4-(3,5-dimethylisoxazol-4-yl)benzene-1,2-diamine FC1(C[C@@H](CC1)NC=1C(=CC(=CC1)C=1C(=NOC1C)C)N)F